3-amino-1-(2-cyanocyclohexyl)pyrazole-4-carboxamide NC1=NN(C=C1C(=O)N)C1C(CCCC1)C#N